di-tert-butyl {[(diisopropylamino)(methoxy) phosphanyl]methyl}phosphonate C(C)(C)N(C(C)C)P(OC)CP(OC(C)(C)C)(OC(C)(C)C)=O